CC1C(CCC2C1O2)OC(=O)C2(CC1(C(CC2)O1)C)C 3,4-epoxy-2-methylcyclohexyl-methyl-3,4-epoxy-3-methylcyclohexanecarboxylate